5-bromo-4-cyano-2-(2,6-dichlorophenyl)-oxazole BrC1=C(N=C(O1)C1=C(C=CC=C1Cl)Cl)C#N